CC1=NC(=CC=C1)CC1CCN(CC1)C(=O)OC(C)(C)C Methyl-6-(1-(tert-butyloxycarbonyl)piperidin-4-yl)methyl-pyridine